C(C)(=O)NC=1C=C(C=CC1)N1N=NN=C1SCC(COCCCCOCC(CSC1=NN=NN1C1=CC(=CC=C1)NC(C)=O)O)O 1,12-bis((1-(3-acetamidophenyl)-tetrazol-5-yl)thio)-4,9-dioxa-dodecane-2,11-diol